1-(4-(5-(difluoromethyl)-1,3,4-oxadiazole-2-yl)-2-fluorobenzyl)-3-(1-methylpiperidine-4-yl)-5-(pyridine-4-yl)-1,3-dihydro-2H-benzo[d]imidazole-2-one FC(C1=NN=C(O1)C1=CC(=C(CN2C(N(C3=C2C=CC(=C3)C3=CC=NC=C3)C3CCN(CC3)C)=O)C=C1)F)F